(trans)-5-(Azetidin-3-yl)-2-[3-(trifluoromethyl)cyclobutyl]pyridine N1CC(C1)C=1C=CC(=NC1)[C@@H]1C[C@H](C1)C(F)(F)F